COC1=CC=C(C=C1)C=1N=C2N(C(C1)=O)C=C(C=C2)N2CCN(CC2)C 2-(4-methoxyphenyl)-7-(4-methylpiperazin-1-yl)-4H-pyrido[1,2-a]pyrimidin-4-one